tert-Butyl (S)-5-amino-4-(5-(((R)-1-(3,5-dichloropyridin-2-yl)-2,2,2-trifluoroethyl)carbamoyl)-1-oxoisoindolin-2-yl)-5-oxopentanoate NC([C@H](CCC(=O)OC(C)(C)C)N1C(C2=CC=C(C=C2C1)C(N[C@@H](C(F)(F)F)C1=NC=C(C=C1Cl)Cl)=O)=O)=O